FC=1C=CC(=C(C1)CC(=O)O)OC (5-fluoro-2-methoxyphenyl)acetic acid